C1=CC(=C(N=C1)P(=O)=O)C(=O)O phosphonicotinic acid